4-(((3S,4R)-1-((2,4-dichlorophenyl)sulfonyl)-4-hydroxy-4-(hydroxymethyl)pyrrolidin-3-yl)sulfonyl)-2-fluorobenzonitrile ClC1=C(C=CC(=C1)Cl)S(=O)(=O)N1C[C@@H]([C@@](C1)(CO)O)S(=O)(=O)C1=CC(=C(C#N)C=C1)F